(R)-N-(3,3-difluoro-1-methylpiperidin-4-yl)-5-(1-(2,2-difluoroethyl)-1H-benzo[d][1,2,3]triazol-6-yl)-4-methoxypyrrolo[2,1-f][1,2,4]triazin-7-d-2-amine FC1(CN(CC[C@H]1NC1=NN2C(C(=N1)OC)=C(C=C2[2H])C=2C=CC1=C(N(N=N1)CC(F)F)C2)C)F